(S)-3-(5-(Ethylsulfonyl)-2,3-difluorophenyl)-6-(1-methyl-1H-pyrazol-4-yl)-5-((tetrahydrofuran-3-yl)oxy)pyrazolo[1,5-a]pyrimidine C(C)S(=O)(=O)C=1C=C(C(=C(C1)C=1C=NN2C1N=C(C(=C2)C=2C=NN(C2)C)O[C@@H]2COCC2)F)F